ClC=1C=C2C(NC=NC2=C(C1C1=C(C=CC=C1)F)F)=O 6-chloro-8-fluoro-7-(2-fluorophenyl)-3H-quinazolin-4-one